8-(2-fluoro-4-methoxyphenyl)-3-methyl-6-(2-(1-methyl-1H-pyrazol-4-yl)morpholino)-2-(trifluoromethyl)pyrimido[5,4-d]pyrimidin-4(3H)-one FC1=C(C=CC(=C1)OC)C1=NC(=NC2=C1N=C(N(C2=O)C)C(F)(F)F)N2CC(OCC2)C=2C=NN(C2)C